The molecule is a dipeptide obtained by formal condensation of the gamma-carboxy group of glutamic acid with the amino group of 2-aminobutyric acid. It is a conjugate acid of a gamma-Glu-Abu(1-). CCC(C(=O)O)NC(=O)CCC(C(=O)O)N